(E)-3-(3-methoxy-4-methylphenyl)acrylamide sulfate potassium salt [K+].S(=O)(=O)([O-])[O-].COC=1C=C(C=CC1C)/C=C/C(=O)N.[K+]